C[C@H]1[C@@H]([C@H]([C@H]([C@@H](O1)O[C@H]2[C@@H]([C@H](OC([C@@H]2O)O)CO)O)O)O)O[C@H]3[C@@H]([C@H]([C@@H]([C@H](O3)CO)O[C@H]4[C@@H]([C@H](C=C(O4)C(=O)O)O)O)O)O The molecule is a tetrasaccharide consisting of beta-D-Delta(4)-glucopyranuronic acid, beta-D-glucopyranosyl, alpha-L-rhamnopyranosyl and D-glucopyranosyl residues, joined in sequence by (1->4), (1->4) and (1->3)-glycosidic bonds, respectively. It is a carbohydrate acid, a monocarboxylic acid and a tetrasaccharide. It is a conjugate acid of a beta-D-Delta(4)-GlcpA-(1->4)-beta-D-Glcp-(1->4)-alpha-L-Rhap-(1->3)-D-Glcp(1-).